ClC1=C(C=C(C(=C1)B(O)O)Cl)B(O)O 1,4-dichloro-2,5-benzenediboronic acid